(S)-3-((((9H-Fluoren-9-yl)methoxy)carbonyl)(methyl)amino)-4-(4-chlorophenyl)butanoic acid C1=CC=CC=2C3=CC=CC=C3C(C12)COC(=O)N([C@H](CC(=O)O)CC1=CC=C(C=C1)Cl)C